6-(4-isopropyl-3-(5-(4-(3-methoxyazetidin-1-yl)cyclohexyl)-4-methylpyridin-2-yl)-1H-pyrazol-5-yl)-8-methoxy-[1,2,4]triazolo[1,5-a]pyridine C(C)(C)C=1C(=NNC1C=1C=C(C=2N(C1)N=CN2)OC)C2=NC=C(C(=C2)C)C2CCC(CC2)N2CC(C2)OC